CN1CCC(CC1)N1CC2(CC2)CN(C1=O)CC1=CC=C(C=C1)OCC(C)C 5-(1-methylpiperidin-4-yl)-7-[[4-(2-methylpropyloxy)phenyl]methyl]-5,7-diazaspiro[2.5]octane-6-one